ethyl 2-(2-((5-bromo-7-(trifluoromethyl)benzofuran-3-yl)methoxy)-4-methoxyphenyl)acetate BrC=1C=C(C2=C(C(=CO2)COC2=C(C=CC(=C2)OC)CC(=O)OCC)C1)C(F)(F)F